1-{6-[4-(piperazin-1-ylmethyl)piperidin-1-yl]pyridin-3-yl}-1,3-diazinane-2,4-dione TFA salt OC(=O)C(F)(F)F.N1(CCNCC1)CC1CCN(CC1)C1=CC=C(C=N1)N1C(NC(CC1)=O)=O